COC(C1=CC=C(C=C1)C1=CN=C(S1)C)=O 4-(2-methyl-1,3-thiazol-5-yl)benzoic acid methyl ester